COC1=C(C(=CC(=C1)C)OC)C1(C2(CCC(C1(C)C)C2)C)O 2-(2',6'-dimethoxy-4'-methylphenyl)-1,3,3-trimethylbicyclo[2.2.1]-heptan-2-ol